(S)-2-((9-(4-Chlorophenoxy)-1,3,4,5-tetrahydro-2H-benzo[c]azepine-2-Yl)methyl)-1-((oxetan-2-yl)methyl)-1H-benzo[d]imidazole-6-carboxylic acid ClC1=CC=C(OC2=CC=CC3=C2CN(CCC3)CC3=NC2=C(N3C[C@H]3OCC3)C=C(C=C2)C(=O)O)C=C1